ethyl 2-(azetidin-3-yl)-6-fluoroimidazo[1,2-a]pyridine-3-carboxylate N1CC(C1)C=1N=C2N(C=C(C=C2)F)C1C(=O)OCC